ClC1=C(C#N)C=CC(=C1)N(CC1CCC(CC1)CNC=1C=C2C(N(C(C2=CC1)=O)C1C(NC(CC1)=O)=O)=O)C1=C(C=CC(=C1)C=1C(=NOC1C)C)C 2-Chloro-4-((5-(3,5-dimethylisoxazol-4-yl)-2-methylphenyl)(((1r,4r)-4-(((2-(2,6-dioxopiperidin-3-yl)-1,3-dioxoisoindolin-5-yl)amino)methyl)cyclohexyl)methyl)amino)benzonitrile